ClC1=CC=C(S1)N1C(=NN=C1C=1SC=CN1)C1CC(C1)NC(=O)C1=CC=NC2=CC=CN=C12 N-((1r,3r)-3-(4-(5-chlorothien-2-yl)-5-(thiazol-2-yl)-4H-1,2,4-triazol-3-yl)cyclobutyl)-1,5-naphthyridine-4-carboxamide